(R)-N-(4-(3-(pyrido[3,4-d]pyrimidin-2-ylamino)pyrrolidin-1-yl)quinazolin-7-yl)acrylamide N1=C(N=CC2=C1C=NC=C2)N[C@H]2CN(CC2)C2=NC=NC1=CC(=CC=C21)NC(C=C)=O